2-(4-cyclopropyl-2-fluoroanilino)-3,4-difluoro-5-[[3-fluoro-2-(methylsulfinylamino)pyridin-4-yl]methyl]benzamide sodium salt [Na+].C1(CC1)C1=CC(=C(NC2=C(C(=O)[NH-])C=C(C(=C2F)F)CC2=C(C(=NC=C2)NS(=O)C)F)C=C1)F